FC=1C=C(C=C(C1)F)CCC=1C=C(C(NN1)=O)O 6-[2-(3,5-difluorophenyl)ethyl]-4-hydroxypyridazin-3(2H)-one